CC(CC(C)C)OC(C=CC)=O but-2-enoic acid-1,3-dimethylbutyl ester